(2-cyclohexyl)(2-methoxymethoxy-5-methylphenyl)methanone sodium edetate iron [Fe+2].C(N(CC(=O)[O-])CC(=O)O)CN(CC(=O)[O-])CC(=O)[O-].[Na+].C1C(CCCC1)C(=O)C1=C(C=CC(=C1)C)OCOC